Cl.CC1=CC=CC2=C1C1=C3C(CCNC3C2)=CC(=C1)O 11-methyl-5,6,6a,7-tetrahydro-4H-dibenzo[de,g]quinolin-2-ol hydrochloride